ClC1=NC(=C2C(NC(=NC2=C1F)SC)=O)OCC 7-Chloro-5-ethoxy-8-fluoro-2-(methylthio)-3,4-dihydro-1,3,6-triaza-4-naphthalenone